O=C1C2=C(N=CN1)C=CS2 4-oxothieno[3,2-d]pyrimidin